C(C)NCC1=CC(=NC(=C1)C(F)(F)F)O[C@H]1CC[C@H](CC1)N1CC(C1)(N1N=CC(=C1)C=1C2=C(N=CN1)NC=C2)CC#N {1-(cis-4-{[4-[(ethylamino)-methyl]-6-(trifluoromethyl)-pyridin-2-yl]oxy}-cyclohexyl)-3-[4-(7H-pyrrolo[2,3-d]pyrimidin-4-yl)-1H-pyrazol-1-yl]-azetidin-3-yl}-acetonitrile